4-(trans-4-propylcyclohexyl)phenol C(CC)[C@@H]1CC[C@H](CC1)C1=CC=C(C=C1)O